CSC1=CC=C(C=O)C=C1 4-(methyl-mercapto)benzaldehyde